FC1=C2NC(C=3N(C2=CC=C1CN1CC2=NN(C=C2C1)C=1C=CC(=NC1C)C(=O)NC)N=CC3C)=O 5-(5-((6-fluoro-3-methyl-4-oxo-4,5-dihydropyrazolo[1,5-a]quinoxalin-7-yl)methyl)-5,6-dihydropyrrolo[3,4-c]pyrazol-2(4H)-yl)-N,6-dimethylpicolinamide